O=C1N(C[C@H]2N1CCNC2)C21C3C4C5(C(C24)C1C53)C(=O)O (S)-4-(3-oxohexahydroimidazo[1,5-a]pyrazin-2(3H)-yl)cubane-1-carboxylic acid